1,5-di-tert-amylhydroquinone C(C)(C)(CC)C1(O)CC=C(O)C(=C1)C(C)(C)CC